FC1=CC(=C(NC2=CC(=CC=C2)CN2N=C3C(=C2C2=C(C=CC=C2)F)CN(C3)C)C=C1)C 4-fluoro-N-(3-((3-(2-fluorophenyl)-5-methyl-5,6-dihydropyrrolo[3,4-c]pyrazol-2(4H)-yl)methyl)phenyl)-2-methylaniline